4-(2-oxo-2-(phenyl-(tetrahydro-2H-pyran-4-yl)amino)ethyl)-1-(1,2,3,4-tetrahydroquinoline-1-carbonyl)piperidine-4-carboxylic acid O=C(CC1(CCN(CC1)C(=O)N1CCCC2=CC=CC=C12)C(=O)O)N(C1CCOCC1)C1=CC=CC=C1